N1CC(CC1)CNC(OC(C)(C)C)=O tert-butyl N-(pyrrolidin-3-ylmethyl)carbamate